2-(Chloromethyl)-5-((1-(methylsulfonyl)piperidin-4-yl)methoxy)-4H-pyran-4-one ClCC=1OC=C(C(C1)=O)OCC1CCN(CC1)S(=O)(=O)C